COC1=CC=C(CNCC2(CC2)O)C=C1 1-{[(4-Methoxybenzyl)amino]methyl}cyclopropanol